2-deca-4,7-dienol CC(CC=CCC=CCC)O